1-(2-(((2-bromopyridin-4-yl)amino)methyl)-6-cyclopropylimidazo[1,2-a]pyridin-8-yl)ethan-1-ol BrC1=NC=CC(=C1)NCC=1N=C2N(C=C(C=C2C(C)O)C2CC2)C1